[K].[Li] lithium, potassium salt